C(C)C(C(C)=O)C(C)=O.[Ag+] silver (I) 3-ethyl-2,4-pentanedione